methyl 3-(N-(2,4-dimethoxybenzyl)-3-oxobutanamido)propanoate COC1=C(CN(C(CC(C)=O)=O)CCC(=O)OC)C=CC(=C1)OC